C(C1=CC=CC=C1)N(CCCCC(=O)O)C(=O)OC(C)(C)C 5-(benzyl(tert-butoxycarbonyl)amino)pentanoic acid